(3R)-3-(4-{4-[(8-FLUORO-2-{1-[6-(2-HYDROXYPHENYL)PYRIDAZIN-4-YL]-4-PHENYLPIPERIDINE-4-CARBONYL}-2,6-DIAZASPIRO[3.4]OCTAN-6-YL)METHYL]PIPERIDIN-1-YL}PHENYL)PIPERIDINE-2,6-DIONE FC1CN(CC12CN(C2)C(=O)C2(CCN(CC2)C2=CN=NC(=C2)C2=C(C=CC=C2)O)C2=CC=CC=C2)CC2CCN(CC2)C2=CC=C(C=C2)[C@@H]2C(NC(CC2)=O)=O